3-((2-methylpiperazin-1-yl)methyl)pyridazine CC1N(CCNC1)CC=1N=NC=CC1